tert-butyl (R)-2-(((1-(4-(dimethylamino)-4-methylpent-2-ynoyl) piperidin-4-yl)oxy) methyl)-3-methylbutanoate CN(C(C#CC(=O)N1CCC(CC1)OC[C@H](C(=O)OC(C)(C)C)C(C)C)(C)C)C